[As].[Co] cobalt-arsenic